C(#N)C=1C=CC(=NC1)N1CCN(CC1)C(CO\N=C\[C@H](C)OC(NC(C)(C)C)=O)=O (S,E)-(1-((2-(4-(5-cyanopyridin-2-yl)piperazin-1-yl)-2-oxo-ethoxy)imino)propane-2-yl)tert-butylcarbamate